BrC1=CC=CC=2N=C(OC21)NCCCNC(OC(C)(C)C)=O tert-butyl (3-((7-bromobenzo[d]oxazol-2-yl)amino)propyl)carbamate